NC1=NC=C(C2=C1C(=CN2COCC[Si](C)(C)C)Br)C#N 4-amino-3-bromo-1-((2-(trimethylsilyl)ethoxy)methyl)-1H-pyrrolo[3,2-c]pyridine-7-carbonitrile